2-benzyl-dimethylamino-1-(4-morpholinophenyl)-1-pentanone C(C1=CC=CC=C1)C(C(=O)C1=CC=C(C=C1)N1CCOCC1)(CCC)N(C)C